NCC1=CC=C(C=C1)N1N=CC(=C1C(=O)OCC)N(C(=O)OC(C)(C)C)C(=O)OC(C)(C)C ethyl 1-(4-(aminomethyl)phenyl)-4-(bis(tert-butoxycarbonyl)amino)-1H-pyrazole-5-carboxylate